CC1=CC=C(C=N1)C=1OC(=NN1)C(F)(F)F 2-(6-Methylpyridin-3-yl)-5-(trifluoromethyl)-1,3,4-oxadiazole